2-(2-(3,4-Difluoro-2-methylphenoxy)-4-methyl-5-(trifluoromethyl)pyridin-3-yl)-5-(pyrazin-2-yl)-1,6-naphthyridin-4(1H)-one FC=1C(=C(OC2=NC=C(C(=C2C=2NC3=CC=NC(=C3C(C2)=O)C2=NC=CN=C2)C)C(F)(F)F)C=CC1F)C